tert-Butyl 2-(6-(tert-butyl)pyrimidin-4-yl)-5-((3-((2-ethylhexyl)oxy)-3-oxopropyl)thio)-1H-pyrrolo[2,3-c]pyridine-1-carboxylate C(C)(C)(C)C1=CC(=NC=N1)C1=CC=2C(=CN=C(C2)SCCC(=O)OCC(CCCC)CC)N1C(=O)OC(C)(C)C